FC1=CC(=CC=2N(C(=NC21)C)C2CCN(CC2)C)C2=CNC1=NC=CC(=C12)C=1C=NN(C1)C 4-fluoro-2-methyl-6-(4-(1-methyl-1H-pyrazol-4-yl)-1H-pyrrolo[2,3-b]pyridin-3-yl)-1-(1-methylpiperidin-4-yl)-1H-benzo[d]imidazole